S1(N=CC=N1)(=O)=O 1,2,5-thiadiazole-1,1-dioxide